L-1-Monochlorophenol ClC1(CC=CC=C1)O